6-Chloro-5-(3-(2,2,2-trifluoroethoxy)phenyl)pyridin-2-amine ClC1=C(C=CC(=N1)N)C1=CC(=CC=C1)OCC(F)(F)F